(8-(6-((2-(trifluoromethyl)pyridin-3-yl)thio)-1H-imidazo[4,5-b]pyrazin-2-yl)-8-azaspiro[4.5]decan-1-yl)methanamine FC(C1=NC=CC=C1SC1=CN=C2C(=N1)NC(=N2)N2CCC1(CCCC1CN)CC2)(F)F